(S)-2-((2-((S)-4-(difluoromethyl)-2-carbonyloxazolidin-3-yl)-5,6-dihydroimidazo[1,2-d]pyrido[2,3-f][1,4]oxazepin-9-yl)amino)propanamide FC([C@H]1N(C(OC1)=C=O)C=1N=C2N(CCOC3=C2N=CC(=C3)N[C@H](C(=O)N)C)C1)F